benzyl (2R,4R)-4-(iodomethyl)-4-methyl-5-oxo-2-phenyloxazolidine-3-carboxylate IC[C@@]1(N([C@H](OC1=O)C1=CC=CC=C1)C(=O)OCC1=CC=CC=C1)C